C(C)(C)(C)OC(=O)N1C[C@@H](CC1)COC1=COC(=CC1=O)CN1CC2=CC=CC=C2C1 (R)-3-(((6-(isoindolin-2-ylmethyl)-4-oxo-4H-pyran-3-yl)oxy)methyl)pyrrolidine-1-carboxylic acid tert-butyl ester